(3-(2,5-dihydrofuran-3-yl)phenyl)sodium methanesulfonate CS(=O)(=O)O.O1CC(=CC1)C=1C=C(C=CC1)[Na]